(R)-3-(2-ethynyl-5-fluoropyridin-4-yl)-10-methyl-9,10,11,12-tetrahydro-8H-[1,4]diazepino[5',6':4,5]thieno[3,2-f]quinolin-8-one C(#C)C1=NC=C(C(=C1)C1=NC=2C=CC3=C(C2C=C1)C1=C(S3)C(N[C@@H](CN1)C)=O)F